COC=1C=C(C(=O)[O-])C=CC1 3-methoxybenzoat